CN1C(C2=CC=C(C=C2C1)NC1=CC=C(C=C1)N1CC(CCC1)C(F)(F)F)=O 2-Methyl-5-((4-(3-(trifluoromethyl)piperidin-1-yl)phenyl)amino)isoindolin-1-one